N-(beta-hydroxyethyl)-2-nitro-p-phenylenediamine OCCNC1=C(C=C(C=C1)N)[N+](=O)[O-]